C(C)(C)(C)OC(=O)N1CCC(CC1)=CC1=NC=C(C=C1)Cl.COC=1C=CC(=NC1)C=C 5-methoxy-2-vinyl-pyridine tert-butyl-4-[(5-chloro-2-pyridyl)methylene]piperidine-1-carboxylate